ClC(=C(F)Cl)F trans-1,2-dichloro-1,2-difluoroethylene